Tert-butyl 3-(2,3-dihydropyrido[2,3-b][1,4]oxazin-1-yl)-7,8-dihydro-5H-1,6-naphthyridine-6-carboxylate N1(C2=C(OCC1)N=CC=C2)C=2C=NC=1CCN(CC1C2)C(=O)OC(C)(C)C